2-(3-(benzo[c][1,2,5]oxadiazol-5-yl)benzyl)-7-fluoroimidazo[1,2-c]quinazolin-5-amine N=1ON=C2C1C=CC(=C2)C=2C=C(CC=1N=C3N(C(=NC=4C(=CC=CC34)F)N)C1)C=CC2